Benzyl (4S)-4-[(2S)-3-(benzyloxy)-2-{[(tert-butoxy)carbonyl]amino}butanamido]-2,2,6-trimethyl-3-oxoheptanoate C(C1=CC=CC=C1)OC([C@@H](C(=O)N[C@H](C(C(C(=O)OCC1=CC=CC=C1)(C)C)=O)CC(C)C)NC(=O)OC(C)(C)C)C